(1-((((6-(2-Chloro-3-(3-chloro-2-(2-(3-fluoropropyl)-8-methoxy-1,2,3,4-tetrahydroisoquinolin-6-yl)pyridin-4-yl)phenyl)-2-methoxypyridin-3-yl)methyl)amino)methyl)cyclopropyl)methanol ClC1=C(C=CC=C1C1=C(C(=NC=C1)C=1C=C2CCN(CC2=C(C1)OC)CCCF)Cl)C1=CC=C(C(=N1)OC)CNCC1(CC1)CO